N1C=NC=C1CN(C=1C=C(C=CC1)N(C(C1=CC=CC=C1)=O)CC(C)C)C N-[3-[1H-imidazol-5-ylmethyl(methyl)amino]phenyl]-N-isobutyl-benzamide